CC1(C2CC(C(C1)C2)(C)C)SC(C(=O)O)C 2-((2,5,5-trimethyl-bicyclo[2.2.1]heptan-2-yl)thio)propanoic acid